OC=1C=CC(=NC1)CC(=O)CC(C)=O 5-hydroxypyridineAcetylacetone